C(C)(C)(C)OC(=O)N(CC1(CCCC1)C)CC=1C=C(C=2N(C1)C=CN2)C(=O)OC methyl 6-(((tert-butoxycarbonyl)((1-methylcyclopentyl)methyl)amino)methyl)imidazo[1,2-a]pyridine-8-carboxylate